2-(((S)-2-(4-cyanophenyl)propyl)amino)-N-(1,3-dimethyl-2-carbonyl-2,3-dihydro-1H-benzo[d]imidazol-5-yl)-2-phenylacetamide C(#N)C1=CC=C(C=C1)[C@@H](CNC(C(=O)NC1=CC2=C(N(C(N2C)=C=O)C)C=C1)C1=CC=CC=C1)C